Octabromo-1,3,3-trimethyl-1-phenylindan CC1(C2=C(C(=C(C(=C2Br)Br)Br)Br)C(C1(Br)Br)(C)C3=C(C(=CC=C3)Br)Br)C